5-(1-(2,2-difluoroethyl)-2-methyl-1H-imidazo[4,5-b]pyrazin-6-yl)-N-(2-oxaspiro[3.5]nonan-7-yl)pyrrolo[2,1-f][1,2,4]triazin-2-amine FC(CN1C(=NC=2C1=NC(=CN2)C=2C=CN1N=C(N=CC12)NC1CCC2(COC2)CC1)C)F